C(CCCCCCCCCCCCCCCCC)(=O)O.N[C@@H](CCCNC(N)=N)C(=O)O Arginine Stearate